1-[4-(4,4,5,5-tetramethyl-1,3,2-dioxaborolan-2-yl)phenyl]piperazine CC1(OB(OC1(C)C)C1=CC=C(C=C1)N1CCNCC1)C